methyl 4-(2-(3-bromo-6-methoxypyridin-2-yl)-1-fluorovinyl)-3-(methoxymethoxy)benzoate BrC=1C(=NC(=CC1)OC)C=C(F)C1=C(C=C(C(=O)OC)C=C1)OCOC